COC1=CC=C(CN(S(=O)(=O)[C@@H]([C@@H](CC=C)C)CCCC)CC2=CC=C(C=C2)OC)C=C1 (4R,5R)-N,N-BIS(4-METHOXYBENZYL)-4-METHYL-1-NONENE-5-SULFONAMIDE